C(C)(C)(C)OC(=O)N1C(N(C2=C1C=CC=C2)C\C=C\C2=NC=C(C=C2)C)=O (E)-3-(3-(5-methylpyridin-2-yl)allyl)-2-oxo-2,3-dihydro-1H-benzo[d]imidazole-1-carboxylic acid tert-butyl ester